(1x)-N-[(1S)-1-[[2-chloro-5-[2-[(2R)-2-methylpiperazin-1-yl]-4-pyridyl]phenyl]methyl]-2-[4-(3-methylimidazol-4-yl)anilino]-2-oxo-ethyl]-2-methyl-pyrazole-3-carboxamide ClC1=C(C=C(C=C1)C1=CC(=NC=C1)N1[C@@H](CNCC1)C)CC(C(=O)NC1=CC=C(C=C1)C=1N(C=NC1)C)NC(=O)C=1N(N=CC1)C